CC1=CC=CC(=N1)C(=O)N[C@@H](C(=O)N1CCC2(CC1)C(C(N(CC2)C)=O)C2=CC=CC=C2)C(C)C 6-methyl-N-((2R)-3-methyl-1-(9-methyl-8-oxo-7-phenyl-3,9-diazaspiro[5.5]undecan-3-yl)-1-oxobutan-2-yl)picolinamide